[Si](C)(C)(C(C)(C)C)OCC1=NN=C2N1C=C(C=C2)C(=O)O 3-(((tert-butyldimethylsilyl)oxy)methyl)-[1,2,4]triazolo[4,3-a]pyridine-6-carboxylic acid